(R)-(4-fluorophenyl)(3-(4-((1-(3-fluoropropyl)pyrrolidin-3-yl)amino)phenoxy)-6-hydroxybenzo[b]thiophen-2-yl)methanone FC1=CC=C(C=C1)C(=O)C1=C(C2=C(S1)C=C(C=C2)O)OC2=CC=C(C=C2)N[C@H]2CN(CC2)CCCF